C12COCC2C1CNCC=1C=CC2=C(N=CS2)C1 N-((3-oxabicyclo[3.1.0]hexan-6-yl)methyl)-1-(benzo[d]thiazol-5-yl)methanamine